ClC1=CC(=C(CN2C(=NC=3N(C(N(C(C23)=O)CCCO)=O)C)C#CCOC2CCC2)C=C1)F 7-(4-chloro-2-fluorobenzyl)-8-(3-cyclobutoxy-prop-1-yn-1-yl)-1-(3-hydroxypropyl)-3-methyl-3,7-dihydro-1H-purine-2,6-dione